N-[6-(methanesulfonylmethyl)pyridin-3-yl]-5,6,7,8-tetrahydro-2,6-naphthyridin-3-amine CS(=O)(=O)CC1=CC=C(C=N1)NC=1N=CC=2CCNCC2C1